C(C=1CCC=CC1)=O 2,3-dihydrobenzaldehyde